FC1=C(C=CC(=C1)F)N1N=C(C=C1CC)N 1-(2,4-difluorophenyl)-5-ethyl-1H-pyrazol-3-amine